NC1=CC=CC(=N1)[C@@H](C)NC(=O)C1=CC2=CC=CC(=C2C=C1)OC1=CC=C(C=C1)C(F)(F)F N-[(1R)-1-(6-amino-2-pyridinyl)ethyl]-5-[4-(trifluoromethyl)phenoxy]naphthalene-2-carboxamide